5-iodo-1-(2-methoxybenzyl)-2-(4-(trifluoromethyl)phenyl)-1H-imidazole IC1=CN=C(N1CC1=C(C=CC=C1)OC)C1=CC=C(C=C1)C(F)(F)F